NC1=CC=C(C=N1)C1=CC(=NC=C1)CN1C(C=C(C(=C1)OC)C1=C(C=CC(=C1)Cl)OC(F)F)=O 1-((6-amino-[3,4'-bipyridyl]-2'-yl)methyl)-4-(5-chloro-2-(difluoromethoxy)phenyl)-5-methoxypyridin-2(1H)-one